3-[6-fluoro-3-methyl-2-oxo-5-(4-piperidyl)benzimidazol-1-yl]piperidine-2,6-dione FC=1C(=CC2=C(N(C(N2C)=O)C2C(NC(CC2)=O)=O)C1)C1CCNCC1